ethyl (3S)-3-[(tert-butoxycarbonyl)amino]-3-{4-fluoro-2'-hydroxy-4'-methoxy-5,6'-dimethyl-[1,1'-biphenyl]-3-yl}propanoate C(C)(C)(C)OC(=O)N[C@@H](CC(=O)OCC)C=1C=C(C=C(C1F)C)C1=C(C=C(C=C1C)OC)O